methyl-piperonyl-(methyl-chavicol) CC(C1=CC=2OCOC2C=C1)C=1C(=C(C=CC1CC=C)O)C